1-ethyl-1H-imidazo[4,5-b]pyridin-2-amine hydrochloride Cl.C(C)N1C(=NC2=NC=CC=C21)N